(2S)-2,6-Diamino-1-[2-{(2E)-2-[(3-methylphenyl)methylidene]hydrazinyl}-4-(morpholin-4-yl)-5,7-dihydro-6H-pyrrolo[3,4-d]pyrimidin-6-yl]hexan-1-one N[C@H](C(=O)N1CC=2N=C(N=C(C2C1)N1CCOCC1)N/N=C/C1=CC(=CC=C1)C)CCCCN